2-((S)-7-(2,4-difluoro-6-(2-methoxyethoxy)phenyl)-6-((R)-4-methyl-4,5,6,7-tetrahydropyrazolo[1,5-a]pyrazin-2-yl)thieno[3,2-c]pyridin-4-yl)-N-methyl-2-azaspiro[3.3]heptane-6-carboxamide FC1=C(C(=CC(=C1)F)OCCOC)C=1C2=C(C(=NC1C1=NN3C([C@H](NCC3)C)=C1)N1CC3(C1)CC(C3)C(=O)NC)C=CS2